C(C)NC(=O)NC1=NC2=C(N1)C=C(C(=C2)C2=C(C=CC(=C2)CC2=NNC(C1=CC=CC=C21)=O)F)F 1-Ethyl-3-(6-fluoro-5-(2-fluoro-5-((4-oxo-3,4-dihydrophthalazin-1-yl)methyl)phenyl)-1H-benzoimidazol-2-yl)urea